(3'-methyl-[1,1'-biphenyl]-2,5-diyl)bis(3-(trifluoromethyl)aniline) CC=1C=C(C=CC1)C1=C(C=CC(=C1)NC1=CC(=CC=C1)C(F)(F)F)NC1=CC(=CC=C1)C(F)(F)F